ethyl 4-{[6-(dimethylamino)-1-benzofuran-2-carbonyl]sulfamoyl}piperidine-1-carboxylate CN(C1=CC2=C(C=C(O2)C(=O)NS(=O)(=O)C2CCN(CC2)C(=O)OCC)C=C1)C